N1=CN=CC(=C1)CN Pyrimidin-5-ylmethanamine